FC=1C=C(C=C(C1C)NC(=O)C1=CN=C2N1C=CC(=C2)C(F)(F)F)C2=NOC(=N2)C2CN(C2)C(=O)OC methyl 3-(3-(3-fluoro-4-methyl-5-(7-(trifluoromethyl)imidazo[1,2-a]pyridine-3-carboxamido)phenyl)-1,2,4-oxadiazol-5-yl)azetidine-1-carboxylate